[Al].[Na].[Fe] iron sodium aluminum